tert-butyl ((trans)-2-(6-(3-(trifluoromethyl)phenyl)pyridin-3-yl)cyclopropyl)carbamate FC(C=1C=C(C=CC1)C1=CC=C(C=N1)[C@H]1[C@@H](C1)NC(OC(C)(C)C)=O)(F)F